ClC1=CC(=C(C=C1)C(CC(C(=O)O)=C)O)C=1C=NN(C1)C(C)C 4-(4-chloro-2-(1-isopropyl-1H-pyrazol-4-yl)phenyl)-4-hydroxy-2-methylenebutanoic acid